C=C(C(=O)OCCC(OCC(Cl)(Cl)Cl)=O)CC(=O)[O-] 1-(3-oxo-3-(2,2,2-trichloroethoxy)propyl) 2-methylenesuccinate